2-FLUORO-5-VINYLPYRIDIN-3-YLBORONIC ACID FC1=NC=C(C=C1B(O)O)C=C